NC=1N=C(C2=C(N1)C(=CS2)Br)C=2N=NN(C2)CC2=CC=CC(=N2)C(C(C)C)O (6-((4-(2-Amino-7-bromothieno[3,2-d]pyrimidin-4-yl)-1H-1,2,3-triazol-1-yl)methyl)Pyridin-2-yl)-2-methylpropan-1-ol